6-((1S,2S)-2-(2,6-dihydroxy-4-methylphenyl)-4-methylcyclopent-3-en-1-yl)-3-hydroxyhept-6-en-2-one OC1=C(C(=CC(=C1)C)O)[C@@H]1[C@H](CC(=C1)C)C(CCC(C(C)=O)O)=C